BrC1=CN=C(N1C)C(=O)NC1=CC(=C(C(=O)OC(C)(C)C)C=C1)C tert-butyl 4-[(5-bromo-1-methyl-imidazole-2-carbonyl)amino]-2-methyl-benzoate